(2Z)-6-hydroxy-7-methyl-2-[(1-methyl-1H-indol-3-yl)methylene]-1-benzofuran-3(2H)-one OC1=C(C2=C(C(/C(/O2)=C/C2=CN(C3=CC=CC=C23)C)=O)C=C1)C